ClC1=C(C(=NN1C)C)C(=O)NC1=C2[C@H](OC(C2=CC=C1)(C)C)C |r| (RS)-5-chloro-N-(1,3-dihydro-1,1,3-trimethylisobenzofuran-4-yl)-1,3-dimethylpyrazole-4-carboxamide